(R)-2',3-difluoro-4'-((6-methoxy-1-methyl-1-(2-oxo-2-(thiazol-2-ylamino)ethyl)-1,2,3,4-tetrahydroisoquinolin-7-yl)oxy)-[1,1'-biphenyl]-4-carboxylic acid FC1=C(C=CC(=C1)OC1=C(C=C2CCN[C@@](C2=C1)(CC(NC=1SC=CN1)=O)C)OC)C1=CC(=C(C=C1)C(=O)O)F